benzyl (3S,5S)-5-amino-3-fluoro-3-methyl-piperidine-1-carboxylate N[C@H]1C[C@](CN(C1)C(=O)OCC1=CC=CC=C1)(C)F